N-[2-(5-amino-1,3,4-thiadiazol-2-yl)-4-chloro-6-methyl-phenyl]-5-bromo-2-(3-chloro-2-pyridyl)pyrazole-3-carboxamide NC1=NN=C(S1)C1=C(C(=CC(=C1)Cl)C)NC(=O)C=1N(N=C(C1)Br)C1=NC=CC=C1Cl